3-(1-methyl-3-(trifluoromethyl)-1H-pyrazol-4-yl)-5-(4,4,5,5-tetramethyl-1,3,2-dioxaborolan-2-yl)pyridine CN1N=C(C(=C1)C=1C=NC=C(C1)B1OC(C(O1)(C)C)(C)C)C(F)(F)F